(2R)-2-methylazetidine hydrochloride Cl.C[C@H]1NCC1